4-Bromo-7-fluoro-1-methylindolin-2-one BrC1=C2CC(N(C2=C(C=C1)F)C)=O